1,2-bis(2'-cyanoethoxy)ethane C(#N)CCOCCOCCC#N